4-(4-(4-(((4-Fluoro-1H-indazol-3-yl)amino)methyl)benzoyl)piperazine-1-carbonyl)-N-hydroxybenzoamide FC1=C2C(=NNC2=CC=C1)NCC1=CC=C(C(=O)N2CCN(CC2)C(=O)C2=CC=C(C(=O)NO)C=C2)C=C1